FC1=CC(=C(C=C1)C=1C2=C(C(=NN1)N[C@H]1CN(CCC1)CCN1CCC(CC1)O)CCC2)O 1-{2-[(3R)-3-{[4-(4-Fluoro-2-hydroxyphenyl)-5H,6H,7H-cyclopenta[d]pyridazin-1-yl]amino}piperidin-1-yl]ethyl}piperidin-4-ol